(S)-N-(2-methyl-3-oxo-4-((2,4,5-trimethyl-4,5-dihydro-[1,2,4]triazolo[1,5-a]quinoxalin-6-yl)amino)-2,3-dihydro-1H-pyrazolo[3,4-b]pyridin-6-yl)cyclopropanecarboxamide CN1NC2=NC(=CC(=C2C1=O)NC1=C2N([C@H](C=3N(C2=CC=C1)N=C(N3)C)C)C)NC(=O)C3CC3